BrC=1C(=NC(=NC1)NC1=CC=C2CCNCC2=C1)NC1=NC=CC=N1 2-[5-bromo-2-(1,2,3,4-tetrahydro-isoquinolin-7-ylamino)-pyrimidin-4-ylamino]-pyrimidine